4-(Azetidin-1-yl)-2-cyclobutanoxy-6-hexadecylpyrimidine N1(CCC1)C1=NC(=NC(=C1)CCCCCCCCCCCCCCCC)OC1CCC1